C(C)(C)C1=C(NC2=CC=C(C=C12)C1CCN(CC1)C1COC1)C=1C(=CC=2N(C1)N=C(N2)C)C 6-(3-isopropyl-5-(1-(oxetan-3-yl)piperidin-4-yl)-1H-indol-2-yl)-2,7-dimethyl-[1,2,4]triazolo[1,5-a]pyridine